CCCCCC=CCCCCCCCCCCC octadec-6-ene